O(C1=CC=CC=C1)C1=CC=C(C=C1)C(=O)NCC(=O)N1C(CCC1)C(=O)N 1-{2-[(4-phenoxyphenyl)-formamido]acetyl}pyrrolidine-2-carboxamide